ClC1=C(C=CC2=C1C(=N[C@H](C(N2)=S)C)C2=NC=CC=C2F)Cl (3S)-6,7-dichloro-5-(3-fluoro-2-pyridyl)-3-methyl-1,3-dihydro-1,4-benzodiazepine-2-thione